2-(Hydroxycarbamoyl)-N-[4-[[4-[(isobutylsulfonylamino)methyl]triazol-1-yl]methyl]phenyl]-4-methyl-pentanamide ONC(=O)C(C(=O)NC1=CC=C(C=C1)CN1N=NC(=C1)CNS(=O)(=O)CC(C)C)CC(C)C